FC1=C(C(=O)O)C=CC(=C1)C=1C=NC(=CC1)NC([C@@H]1N(CCC1)C(NC1=CC(=C(C=C1)C(F)(F)F)C)=O)=O 2-fluoro-4-{6-[(1-{[3-methyl-4-(trifluoromethyl)phenyl]carbamoyl}-D-prolyl)amino]pyridin-3-yl}benzoic acid